C(C)(C)(C)OC(=O)N1C[C@H](N(CC1)C1=C(C=NC(=C1)N1CC2CCC(C1)O2)C#N)C (3R)-4-(6-(8-oxa-3-azabicyclo[3.2.1]oct-3-yl)-3-cyanopyridin-4-yl)-3-methylpiperazine-1-carboxylic acid tert-butyl ester